N-(3-chlorobenzyl)-7H-pyrido[4',3':4,5]pyrrolo[2,3-c][2,7]naphthyridin-5-amine ClC=1C=C(CNC2=NC3=C(C4=CC=NC=C24)C2=C(N3)C=NC=C2)C=CC1